O1CCC(CC1)NC1=CC=C(C=C1)[C@H]1[C@H](C[C@@H]2[C@H](N1)CCC2)C(=O)OC(C)(C)C tert-butyl (2R,3S,4aR,7aR)-2-[4-(tetrahydropyran-4-ylamino) phenyl]-2,3,4,4a,5,6,7,7a-octahydro-1H-cyclopenta[b]pyridine-3-carboxylate